(S)-6-(4-(methoxycarbonyl)phenyl)-4-(1-methyl-1H-pyrazol-4-yl)-3,6-dihydropyridine COC(=O)C1=CC=C(C=C1)[C@@H]1C=C(CC=N1)C=1C=NN(C1)C